1-(4-cyclopentyl-1-piperazinyl)-3-methylenehepta-4,6-diene C1(CCCC1)N1CCN(CC1)CCC(C=CC=C)=C